COC1=C(CN2C(C(=CC=3CCC4=C(C23)N=C2N4C=CC=C2OC)C(=O)[O-])=O)C=CC(=C1)OC 1-(2,4-dimethoxybenzyl)-11-methoxy-2-oxo-1,2,5,6-tetrahydropyrido[2',1':2,3]imidazo[4,5-h]quinoline-3-carboxylate